(4-(3-amino-6-(1-isobutyrylpiperidin-4-yl)benzo[d]isoxazol-4-yl)phenyl)-1-isopropyl-2,4-dioxo-3-(pyridin-2-yl)-1,2,3,4-tetrahydropyrimidine-5-carboxamide NC1=NOC2=C1C(=CC(=C2)C2CCN(CC2)C(C(C)C)=O)C2=CC=C(C=C2)C2=C(C(N(C(N2C(C)C)=O)C2=NC=CC=C2)=O)C(=O)N